2-(4,6-dimethylpyrazolo[1,5-a]pyrazin-2-yl)-7-(1-ethylpiperidin-4-yl)-4H-pyrimido[1,2-b]pyridazin-4-one CC=1C=2N(C=C(N1)C)N=C(C2)C=2N=C1N(N=C(C=C1)C1CCN(CC1)CC)C(C2)=O